NC1=CC=C(C=C1)CN1CCC(CC1)C#CC1=CC2=C(NC(N2C)=O)C=C1 5-[2-[1-[(4-aminophenyl)methyl]-4-piperidyl]ethynyl]-3-methyl-2-oxo-benzimidazol